5-(2-((cis-4-ethoxycyclohexyl)amino)-7H-pyrrolo[2,3-d]pyrimidin-5-yl)-N-((1r,4r)-4-methoxycyclohexyl)pyrazolo[1,5-a]pyridine-3-carboxamide C(C)O[C@H]1CC[C@H](CC1)NC=1N=CC2=C(N1)NC=C2C2=CC=1N(C=C2)N=CC1C(=O)NC1CCC(CC1)OC